2-(5,6,7-Trifluoro-1H-indol-3-yl)-N-(2,2,2-trifluoroethyl)quinoline-5-carboxamide FC=1C=C2C(=CNC2=C(C1F)F)C1=NC=2C=CC=C(C2C=C1)C(=O)NCC(F)(F)F